CNC(=O)C=1C=C(C=C(C1)[N+](=O)[O-])B(O)O 3-(METHYLCARBAMOYL)-5-NITROPHENYLBORONIC ACID